N[C@@H](C(=O)O)CC1=C(C(=CC=C1)Cl)Cl (R)-2-amino-3-(2,3-dichlorophenyl)propionic acid